3-(2-((1S,2S,5R)-1-hydroxy-2-isopropyl-5-methylcyclohexane-1-carboxamido)ethyl)benzoic acid O[C@@]1([C@@H](CC[C@H](C1)C)C(C)C)C(=O)NCCC=1C=C(C(=O)O)C=CC1